6-methoxybenzothiazole-2(3H)-one COC1=CC2=C(NC(S2)=O)C=C1